COC(=O)C=1SC=C(C1)CN1C(N(C=2N=C(NC(C12)=O)N)[C@@H]1O[C@@H](C[C@H]1O)CO)=O Methyl-4-((2-Amino-9-((2R,3R,5S)-3-hydroxy-5-(hydroxymethyl)tetrahydrofuran-2-yl)-6,8-dioxo-1,6,8,9-tetrahydro-7H-purin-7-yl)methyl)thiophen-2-carboxylat